3,3',4',5,6-pentahydroxyflavone OC1=C(OC2=CC=C(C(=C2C1=O)O)O)C1=CC(=C(C=C1)O)O